FC=1C(=CC(=NC1)C)C1=CC(=NN1)C(=O)N1[C@H]2CC(C[C@@H]1CC2)C(=O)N[C@@H]2CO[C@H](CC2)C(F)(F)F (1r,3s,5s)-8-(5-(5-fluoro-2-methylpyridin-4-yl)-1H-pyrazole-3-carbonyl)-N-((3s,6r)-6-(trifluoromethyl)tetrahydro-2H-pyran-3-yl)-8-azabicyclo[3.2.1]octane-3-carboxamide